2,3-diphenyl-2,3-dihydroxybutane C1(=CC=CC=C1)C(C)(C(C)(O)C1=CC=CC=C1)O